NC=1C=C(OC2=CC=C(C=C2)C(C)(CC)C2=CC=C(C=C2)OC2=CC(=CC=C2)N)C=CC1 2,2-bis[4-(3-aminophenoxy)phenyl]butane